NC=1SC=C(N1)Cl 2-amino-4-chlorothiazol